3-Ethyl-8-(3-methoxy-4-(4-(4-methylpiperazin-1-yl)piperidin-1-yl)phenyl)-N2-(tetrahydropyran-4-yl)pyrido[3,4-b]pyrazine-2,5-diamine tri-hydrochloride Cl.Cl.Cl.C(C)C1=C(N=C2C(=N1)C(=NC=C2C2=CC(=C(C=C2)N2CCC(CC2)N2CCN(CC2)C)OC)N)NC2CCOCC2